N1(CCC1)C=1C2=C(N=C(N1)C)CN([C@@H]2C)C(=O)OC2CN(C2)C2=CC(=NC=C2)Cl 1-(2-chloropyridin-4-yl)azetidin-3-yl (R)-4-(azetidin-1-yl)-2,5-dimethyl-5,7-dihydro-6H-pyrrolo[3,4-d]pyrimidine-6-carboxylate